4-(5-(4-(pyridin-4-ylamino)phenylcarbamoyl)pyridin-2-ylamino)quinoline-6-carboxylic acid methyl ester COC(=O)C=1C=C2C(=CC=NC2=CC1)NC1=NC=C(C=C1)C(NC1=CC=C(C=C1)NC1=CC=NC=C1)=O